bromo-3',4'-dihydro-1'H-spiro[cyclopropane-1,2'-naphthalen]-1'-one BrC1C2(C(C3=CC=CC=C3C1)=O)CC2